4-amino-3-morpholinobenzonitrile NC1=C(C=C(C#N)C=C1)N1CCOCC1